C(CCCCCCC)C(C(=O)OCCCCCCOCC(COCCOCCOCCOCCO)OCCCCCCOC(C(CCCCCCCC)CCCCCCCC)=O)CCCCCCCC 6-[3-[2-[2-[2-(2-hydroxyethoxy)ethoxy]ethoxy] ethoxy]-2-[6-(2-octyldecanoyloxy)hexoxy]propoxy]hexyl 2-octyldecanoate